5-[[5-(2-chlorophenyl)-4-cyclopropyl-imidazol-1-yl]methyl]-1,3-dimethyl-benzimidazol-2-one ClC1=C(C=CC=C1)C1=C(N=CN1CC1=CC2=C(N(C(N2C)=O)C)C=C1)C1CC1